Cl.COC1=CC=2N(N=C1OC(C)C1=NC=3CCNCC3C=C1)C(=NN2)C2=NOC(=C2)C 3-(7-methoxy-6-(1-(5,6,7,8-tetrahydro-1,6-naphthyridine-2-yl)ethoxy)-[1,2,4]triazolo[4,3-b]pyridazin-3-yl)-5-methylisoxazole hydrochloride